[4-(5-tert-butyl-1,3,4-oxadiazol-2-yl)phenyl]-[6-(3-chloro-1,2,4-triazol-1-yl)-2-azaspiro[3.3]heptan-2-yl]methanone C(C)(C)(C)C1=NN=C(O1)C1=CC=C(C=C1)C(=O)N1CC2(C1)CC(C2)N2N=C(N=C2)Cl